1-(5-Chloro-3-fluoropyridin-2-yl)-3-[(3R)-1-[2'-(dimethylphosphoryl)-2,3-difluoro-[1,1'-biphenyl]-4-yl]-2-oxopiperidin-3-yl]urea ClC=1C=C(C(=NC1)NC(=O)N[C@H]1C(N(CCC1)C1=C(C(=C(C=C1)C1=C(C=CC=C1)P(=O)(C)C)F)F)=O)F